2-[(7S)-4-azaspiro[2.5]octan-7-yl]-6-(8-methoxy-2-methyl-imidazo[1,2-b]pyridazin-6-yl)thieno[3,2-b]pyridine C1CC12NCC[C@@H](C2)C2=CC1=NC=C(C=C1S2)C=2C=C(C=1N(N2)C=C(N1)C)OC